(6-(4-((4-(1H-pyrazol-4-yl)phenyl)-amino)-pyrimidin-2-yl)-1H-indol-2-yl)(3,9-diazaspiro[5.5]undecan-3-yl)methanone N1N=CC(=C1)C1=CC=C(C=C1)NC1=NC(=NC=C1)C1=CC=C2C=C(NC2=C1)C(=O)N1CCC2(CC1)CCNCC2